(2e,4e,6e,10e)-3,7,11,15-tetramethylhexadecane CC(CC)CCCC(CCCC(CCCC(C)C)C)C